2-(1H-pyrrolo[2,3-b]pyridin-5-yloxy)-4-(4-{[(3S)-2-(thiophen-2-ylcarbonyl)-1,2,3,4-tetrahydroisoquinolin-3-yl]methyl}piperazin-1-yl)benzoic acid N1C=CC=2C1=NC=C(C2)OC2=C(C(=O)O)C=CC(=C2)N2CCN(CC2)C[C@H]2N(CC1=CC=CC=C1C2)C(=O)C=2SC=CC2